C1(CCCC1)NC(=O)C=1C=CC=CC1 3-(cyclopentylcarbamoyl)benzene